NC1=C(C=C(C=N1)NC(C(=O)N1C(CCCC1)C1=CC=CC2=C1N=CO2)=O)C N-(6-amino-5-methyl-3-pyridyl)-2-[2-(1,3-Benzoxazol-4-yl)-1-piperidyl]-2-oxo-acetamide